C12=C(C(=CC(C1(C)C)C2)C=2C(=C1C(C(C2C=2C(=C3C(C(C2)C3)(C)C)C)C1)(C)C)C)C terpindiene